(3R,6S)-N-(benzyloxy)-6-(trifluoromethyl)piperidin-3-amine C(C1=CC=CC=C1)ON[C@H]1CN[C@@H](CC1)C(F)(F)F